2-(4-(3,4-dimethoxybenzyl)-2-(2-isopropylphenyl)piperazin-1-yl)-7-azaspiro[3.5]nonane COC=1C=C(CN2CC(N(CC2)C2CC3(C2)CCNCC3)C3=C(C=CC=C3)C(C)C)C=CC1OC